OC1C(C(=CC=C1)O)\C=C\C(=O)C1=CC=C(C=C1)OC 2,6-dihydroxyl-4'-methoxydihydro-chalcone